C1(CC1)NC(C1=C(C=C(C=C1OC)C1=CN=C2N1C=CC(=C2)OCCN2CCCC2)OC(F)F)=O N-cyclopropyl-2-(difluoromethoxy)-6-methoxy-4-[7-(2-pyrrolidin-1-ylethoxy)imidazo[1,2-a]pyridin-3-yl]benzamide